Diethyl vinylphosphonate Dimethyl-vinylphosphonate COP(OC)(=O)C=C.C(=C)P(OCC)(OCC)=O